C(C1=CC=CC=C1)O[C@@H](CC(=O)O)CCCCCCCCCCC (R)-3-benzyloxytetradecanoic acid